6-(1-methyl-1H-pyrazol-4-yl)-4-(6-(4-propargylpiperazin-1-yl)pyridin-3-yl)pyrazolo[1,5-a]pyridine-3-carbonitrile CN1N=CC(=C1)C=1C=C(C=2N(C1)N=CC2C#N)C=2C=NC(=CC2)N2CCN(CC2)CC#C